N-[5-(1H-indol-3-ylmethyl)-1,3,4-thiadiazol-2-yl]-4-methoxybenzamide N1C=C(C2=CC=CC=C12)CC1=NN=C(S1)NC(C1=CC=C(C=C1)OC)=O